ClCC(=O)NC1=CC(=CC=C1)CNC1NC(NC(N1)NC1=C2C=CC=NC2=CC=C1)NC 2-chloro-N-[3-({[6-(methylamino)-4-(quinolin-5-ylamino)-1,3,5-triazacyclohexan-2-yl]amino}methyl)phenyl]acetamide